ClC1=C(C=C(C=C1)C=1C(=NC=NC1C=1C=NN(C1)CC1=CC=C(C=C1)C(F)(F)F)N)F 5-(4-Chloro-3-fluorophenyl)-6-(1-{[p-(trifluoromethyl)phenyl]methyl}-1H-pyrazol-4-yl)-4-pyrimidinylamine